2-(methylamino)pyridine-3-sulfonamide CNC1=NC=CC=C1S(=O)(=O)N